chloromethyl-5-methylpyridine hydrochloride Cl.ClCC1=NC=C(C=C1)C